C(C)(C)(C)OC(NC1=CC(=CC=C1)C1=NN(N=C1)C)=O (3-(2-methyl-2H-1,2,3-triazol-4-yl)phenyl)carbamic acid tert-butyl ester